(2-methoxy-2-oxoethyl)nicotinic acid methyl ester COC(C1=C(N=CC=C1)CC(=O)OC)=O